1-(1-(2-(benzo[d][1,3]dioxol-5-yl)acetyl)piperidin-4-yl)-7-(trifluoromethyl)-1,3-dihydro-2H-benzo[d]imidazol-2-one O1COC2=C1C=CC(=C2)CC(=O)N2CCC(CC2)N2C(NC1=C2C(=CC=C1)C(F)(F)F)=O